C(CCCCCCC)SC1=NC(=NC(=N1)SCCCCCCCC)C1=CC(=C(C(=C1)C(C)(C)C)O)C(C)(C)C 4-[(4,6-dioctylthio-1,3,5-triazin-2-yl)]-2,6-di-t-butylphenol